6-((2-oxaspiro[3.5]nonan-7-yl)methoxy)pyridin C1OCC12CCC(CC2)COC2=CC=CC=N2